tetradec-3-en-2-on CC(C=CCCCCCCCCCC)=O